4-(8-Azido-1,7-dioxa-s-indacen-4-yloxy)butyric acid N(=[N+]=[N-])C=1C=2OC=CC2C(=C2C=COC12)OCCCC(=O)O